(1S,2S)-2-ALLYL-2-METHYLCYCLOPENTANOL C(C=C)[C@]1([C@H](CCC1)O)C